C1C2=CN=C3C=CC14C(=C23)C2=CC=CC=C2C=C4 1,5a-methylenenaphtho[1,2-e]indole